ClC1=C(COC=2C(=NC=C(C2)C2=CC(=CC=C2)OCCN2CCOCC2)N)C(=CC=C1)Cl 3-(2,6-dichloro-benzyloxy)-5-[3-(2-morpholin-4-yl-ethoxy)-phenyl]-pyridin-2-ylamine